(S)-3-(4-methoxyphenyl)-2-(2-(2-morpholinoacetamido)but-2-enoylamino)propanoic acid methyl ester COC([C@H](CC1=CC=C(C=C1)OC)NC(C(=CC)NC(CN1CCOCC1)=O)=O)=O